C(#N)C1=C(N(N=C1C1=C(C=C(C=C1)CC(=O)NC1=CC(=NO1)CC(C)(C)C)F)C(C)C)NC(OC(C)(C)C)=O tert-Butyl N-[4-cyano-5-[4-[2-[[3-(2,2-dimethylpropyl)isoxazol-5-yl]amino]-2-oxoethyl]-2-fluoro-phenyl]-2-isopropyl-pyrazol-3-yl]carbamate